NC1CC(CCC1)CN 1-amino-3-aminomethylcyclohexane